NC1=CC(=C(OC2=C(C(=NC=N2)N)Cl)C=C1)F 6-(4-amino-2-fluorophenoxy)-5-chloropyrimidin-4-amine